(R)-N-(4-methoxy-2-(4-(4-methylpiperazin-1-yl)piperidin-1-yl)-5-((6-(3-(3-phenoxyphenyl)isoxazolidin-2-yl)pyrimidin-4-yl)amino)phenyl)acrylamide COC1=CC(=C(C=C1NC1=NC=NC(=C1)N1OCC[C@@H]1C1=CC(=CC=C1)OC1=CC=CC=C1)NC(C=C)=O)N1CCC(CC1)N1CCN(CC1)C